C(C)OC(=O)C1=NN(C2=CC=CC(=C2C1=O)Br)C=1C=NC(=C(C1)C)Cl 5-bromo-1-(6-chloro-5-methyl-3-pyridinyl)-4-oxo-cinnoline-3-carboxylic acid ethyl ester